C1(=CC=CC=C1)C(C)SC(C1=CC=CC=C1)=S.C(C)OC(=O)C(C1=CC=CC=C1)C(C)(C)SC(N(CC)CC)=S 2-(ethoxycarbonylbenzyl)propan-2-yl-N,N-diethyl-dithiocarbamic acid 1-phenylethyl-dithiobenzoate